ClC1=C2CN(CC2=CC(=C1OCCCOC1=C(C2=C(SC(=C2)C(CCC(=O)OCC)=O)C=C1OC)F)OC)C(=O)OC(C)(C)C tert-butyl 4-chloro-5-(3-((2-(4-ethoxy-4-oxobutanoyl)-4-fluoro-6-methoxybenzo[b]thiophen-5-yl) oxy) propoxy)-6-methoxyisoindoline-2-carboxylate